6-Chloro-8-(6-methoxy-pyridin-3-yl)-1-methyl-9H-pyrido[3,4-b]indole ClC=1C=C2C3=C(NC2=C(C1)C=1C=NC(=CC1)OC)C(=NC=C3)C